COC1=C(C(=CC=C1)OC)S(=O)(=O)NC1=NOC2=C1C=C(C(=C2)C2=CC(=CC=C2)N2CCN(CC2)C(C#C)=O)C 2,6-dimethoxy-N-(5-methyl-6-(3-(4-propioloylpiperazin-1-yl)phenyl)benzo[d]isoxazol-3-yl)benzenesulfonamide